praseodymium lithium scandium [Sc].[Li].[Pr]